CN(C)\C=C\1/C(CCC1C(C)C)=O (2Z)-2-(dimethylaminomethylene)-3-isopropyl-cyclopentanone